2-([1-[(2-Chlorophenyl)methyl]-5-[1,3-dimethyl-1H-thieno[2,3-c]pyrazol-5-yl]-1H-pyrazol-3-yl]methoxy)-2-methylpropanoic acid ClC1=C(C=CC=C1)CN1N=C(C=C1C1=CC2=C(N(N=C2C)C)S1)COC(C(=O)O)(C)C